COC(=O)[C@@H]1CN([C@@H](CC1)C)C(CC1=CC=C(C=C1)C1=NC=CN=C1)=O (3S,6R)-6-methyl-1-(2-(4-(pyrazin-2-yl)phenyl)acetyl)piperidine-3-carboxylic acid methyl ester